NC1=C(C=CC(=C1)F)NC(\C=C\C1=CC=2CC\C(\C(C2C=C1)=O)=C/C1=CC(=CC(=C1)C(F)(F)F)C(F)(F)F)=O (E)-N-(2-amino-4-fluorophenyl)-3-(6-((E)-3,5-bis(trifluoromethyl)benzylidene)-5-oxo-5,6,7,8-tetrahydronaphthalen-2-yl)acrylamide